CN(C=CC(=O)C1=CC=CC=C1)C 3-(dimethyl-amino)-1-phenylprop-2-en-1-one